1-(2-(benzylamino)-2-oxoethyl)-1-(2-((2-(dimethylcarbamoyl)-4-methylthiophen-3-yl)amino)-2-oxoethyl)-4,4-bis(hydroxymethyl)piperidin-1-ium formate C(=O)[O-].C(C1=CC=CC=C1)NC(C[N+]1(CCC(CC1)(CO)CO)CC(=O)NC1=C(SC=C1C)C(N(C)C)=O)=O